OC1=C2C=CN(C(C2=CN=C1)=O)CC=1N=C2N(C=C(C=C2)C)C1 5-hydroxy-2-({6-methylimidazo[1,2-a]pyridin-2-yl}methyl)-1,2-dihydro-2,7-naphthyridin-1-one